(3S)-3-{[1-(cyclohexylmethyl)-5-(2,6-dimethoxyphenyl)-1H-pyrazol-3-yl]formamido}-5-methylhexanoic acid C1(CCCCC1)CN1N=C(C=C1C1=C(C=CC=C1OC)OC)C(=O)N[C@H](CC(=O)O)CC(C)C